N1C=NC(=C1)C1(CC1)NC1=NC(=NC(=N1)N)C1=CC=C2C=NNC2=C1 N2-[1-(1H-Imidazol-4-yl)cyclopropyl]-6-(1H-indazol-6-yl)-1,3,5-triazine-2,4-diamine